4-(5-chloro-2-methoxy-phenyl)-6-(4-methyl-2-oxo-1-pyridinyl)pyridine-3-carboxylic acid ClC=1C=CC(=C(C1)C1=C(C=NC(=C1)N1C(C=C(C=C1)C)=O)C(=O)O)OC